(R)-N-((S)-1-(6-(4-fluoro-1H-pyrazol-1-yl)pyridin-3-yl)propyl)-propanamide FC=1C=NN(C1)C1=CC=C(C=N1)[C@H](CC)NC(CC)=O